2-((2-methylenetetrahydro-1H-pyrrolizin-7a(5H)-yl)methoxy)pyrido[4,3-d]pyrimidine C=C1CC2(CCCN2C1)COC=1N=CC2=C(N1)C=CN=C2